C(C)(=O)C=1NC2=CC=C(C=C2C1C=1N=NN(C1)CC1CCN(CC1)CCNS(=O)(=O)C1=CC=C(C=C1)C=1C(=NC=CC1)F)F N-(2-(4-((4-(2-acetyl-5-fluoro-1H-indol-3-yl)-1H-1,2,3-triazol-1-yl)methyl)piperidin-1-yl)ethyl)-4-(2-fluoropyridin-3-yl)benzenesulfonamide